C(C)OC(=O)C1=CNC2=CC(=CC=C2C1=O)Cl 7-chloro-4-oxo-1,4-dihydroquinoline-3-carboxylic acid ethyl ester